NC1=CC=C(C=N1)/C=C/C(=O)NCC=1OC2=C(C1)C=C(C=C2C2=CC=NC=C2)C2=NC=C(C=C2)C(=O)N2CCC(CC2)(F)F (E)-3-(6-amino-pyridin-3-yl)-N-((5-(5-(4,4-difluoro-piperidine-1-carbonyl)pyridin-2-yl)-7-(pyridin-4-yl)benzofuran-2-yl)methyl)acrylamide